ethyl (E)-(3-(4-([1,1'-biphenyl]-4-ylmethoxy)phenyl)acryloyl)glycinate C1(=CC=C(C=C1)COC1=CC=C(C=C1)/C=C/C(=O)NCC(=O)OCC)C1=CC=CC=C1